C1(CCC1)C(C(=O)N1C[C@H]2OC3=C([C@@H]1C2)C=CC=C3)(C)C 2-cyclobutyl-1-[(2S,5S)-2,3-dihydro-2,5-methano-1,4-benzoxazepin-4(5H)-yl]-2-methylpropan-1-one